CN([C@H]1CCC2=C(CC1)C=C(C=C2)N2N=C(N=C2N)N)C ((7S)-7-(dimethylamino)-6,7,8,9-tetrahydro-5H-benzo[7]annulene-2-yl)-1H-1,2,4-triazole-3,5-diamine